CC1=CC(=CC(=N1)NC(=O)C1=C(C(=O)O)C=C(C=C1)C(F)(F)F)C(NC)=O 2-[[6-methyl-4-(methylcarbamoyl)-2-pyridyl]carbamoyl]-5-(trifluoromethyl)benzoic acid